6-(3-(6-(3,5-dimethyl-1H-pyrazol-1-yl)-2-(5-methylfuran-2-yl)pyrimidin-4-yl)ureido)-N-hydroxyhexanamide CC1=NN(C(=C1)C)C1=CC(=NC(=N1)C=1OC(=CC1)C)NC(NCCCCCC(=O)NO)=O